BrC=1N=C(C=2N(C1)C=C(N2)C)N(C)C 6-bromo-N,N,2-trimethylimidazo[1,2-a]pyrazin-8-amine